2-(4-((1,4-dioxo-1,4-dihydronaphthalen-2-yl)amino)phenyl)acetonitrile O=C1C(=CC(C2=CC=CC=C12)=O)NC1=CC=C(C=C1)CC#N